NC1=NC=CC=C1C1=NC=2C(=NC(=CC2)N2N=CC=C2)N1C=1C=C2CCC(C2=CC1)=O 5-[2-(2-aminopyridin-3-yl)-5-(pyrazol-1-yl)imidazo[4,5-b]pyridin-3-yl]-2,3-dihydroinden-1-one